(3S,4R,5R)-1-benzyl-4-fluoro-5-methylpiperidin-3-ol C(C1=CC=CC=C1)N1C[C@@H]([C@@H]([C@@H](C1)C)F)O